(dimethylfluorenyl)phenyl-[(biphenylyl)phenyltriazinyl](phenyldibenzofuranyl)biphenyl CC=1C(=C(C=2CC3=CC=CC=C3C2C1)C=1C(=C(C(=C(C1)C1=CC=CC=C1)C1=C(C=CC=2OC3=C(C21)C=CC=C3)C3=CC=CC=C3)C3=NN=NC(=C3C3=CC=CC=C3)C3=C(C=CC=C3)C3=CC=CC=C3)C3=CC=CC=C3)C